(1-hydroxy-1,2-dihydro-anthracene-2-yl)-2-oxo-3-phenylindoline-1-carboxylic acid tert-butyl ester C(C)(C)(C)OC(=O)N1C(C(C2=CC=CC=C12)(C1=CC=CC=C1)C1C(C2=CC3=CC=CC=C3C=C2C=C1)O)=O